(R)-N-(2-((2-(dimethylamino)-ethyl)(methyl)-amino)-4-methoxy-5-((6-(3-(3-(phenylethynyl)phenyl)-isoxazolidin-2-yl)-pyrimidin-4-yl)-amino)phenyl)-acrylamide CN(CCN(C1=C(C=C(C(=C1)OC)NC1=NC=NC(=C1)N1OCC[C@@H]1C1=CC(=CC=C1)C#CC1=CC=CC=C1)NC(C=C)=O)C)C